C(C)(C)(C)OC(=O)N1CCC(CC1)(C#N)CCl 4-(chloromethyl)-4-cyanopiperidine-1-carboxylic acid tert-butyl ester